C(C)(C)(C)OC(C1=C(C(=C(C=C1)N)NCCOC)F)=O 4-amino-2-fluoro-3-((2-methoxyethyl)amino)benzoic acid tert-butyl ester